[Si](C1=CC=CC=C1)(C1=CC=CC=C1)(C(C)(C)C)OC1CC(C1)C(CC#N)=O 3-((1s,3s)-3-((tert-butyldiphenylsilyl)oxy)cyclobutyl)-3-oxopropanenitrile